(E)-N-(3-cyano-7-ethoxy-2-ethyl-4-(isopropylamino)quinolin-6-yl)-4-(dimethylamino)but-2-enamide C(#N)C=1C(=NC2=CC(=C(C=C2C1NC(C)C)NC(\C=C\CN(C)C)=O)OCC)CC